ClC1=CC(=C(C=C1)C1CC2C(N(OC2(C)C)C(C)C)C(C1)C)C 5-(4-Chloro-2-methylphenyl)-1-isopropyl-3,3,7-trimethyloctahydrobenzo[c]isoxazol